C(C1=CC=CC=C1)O[C@@](C(=O)NNC(=O)C1=NC(=C(C=C1NC(OC(C)(C)C)=O)C(F)(F)F)SC)(CCCCC[C@@H](C)O[Si](C1=CC=CC=C1)(C1=CC=CC=C1)C(C)(C)C)C(F)(F)F tert-Butyl (2-(2-((2R,8R)-2-(benzyloxy)-8-((tert-butyldiphenylsilyl)oxy)-2-(trifluoromethyl)nonanoyl)hydrazine-1-carbonyl)-6-(methylthio)-5-(trifluoromethyl)pyridin-3-yl)carbamate